1-(3-chloro-3,3-difluoroprop-1-en-2-yl)-4-(trifluoromethyl)benzene tert-butyl-(1R,5S)-3-benzyl-6-methylene-3,8-diazabicyclo[3.2.1]octane-8-carboxylate C(C)(C)(C)OC(=O)N1[C@H]2CN(C[C@@H]1C(C2)=C)CC2=CC=CC=C2.ClC(C(=C)C2=CC=C(C=C2)C(F)(F)F)(F)F